6-(4-chlorophenoxy)-8-methyl-2-{[1-(methylsulfonyl)piperidin-4-yl]amino}pyrido[2,3-d]pyrimidin-7(8H)-one ClC1=CC=C(OC2=CC3=C(N=C(N=C3)NC3CCN(CC3)S(=O)(=O)C)N(C2=O)C)C=C1